C(C)(=O)OC1C(OCC(C1N=[N+]=[N-])OC)COC(C)=O 2-(acetoxymethyl)-4-azido-5-methoxytetrahydro-2H-pyran-3-yl acetate